O1COC2=C1C=CC(=C2)CC(C)N(C(=O)OCC(CCC(=O)O)=O)C 4-[[[2-(1,3-benzodioxol-5-yl)-1-methyl-ethyl]-methyl-carbamoyl]oxymethyl]-4-oxo-butanoic acid